cyclopentyl-[5-(1,3-dioxolan-2-yl)-2-furanyl]methanone C1(CCCC1)C(=O)C=1OC(=CC1)C1OCCO1